3,4-difluoro-5-(4,4,5,5-tetramethyl-1,3,2-dioxaborolan-2-yl)aniline tert-butyl-N-(methyl-4-oxo-butyl)carbamate C(C)(C)(C)OC(NCCCC(=O)C)=O.FC=1C=C(N)C=C(C1F)B1OC(C(O1)(C)C)(C)C